morpholinoamidine hydrochloride Cl.N1(CCOCC1)C(=N)N